dimethyl (diisobutylmethylene)malonate C(C(C)C)C(CC(C)C)=C(C(=O)OC)C(=O)OC